C1N(CC2=CC=CC=C12)C=1N=C2N(C(C1)=O)C=C(C=C2N2CC(CC2)CC(=O)O)C 2-(1-(2-(isoindolin-2-yl)-7-methyl-4-oxo-4H-pyrido[1,2-a]pyrimidin-9-yl)pyrrolidin-3-yl)acetic acid